COC(N[C@@H]1CN(CCC1)C1=NC=C(C=C1)\C(=C(\CC(F)(F)F)/C1=CC=CC=C1)\C=1C=C2C(=NN(C2=CC1)C1OCCCC1)F)=O methyl((3S)-1-(5-((Z)-4,4,4-trifluoro-1-(3-fluoro-1-(tetrahydro-2H-pyran-2-yl)-1H-indazol-5-yl)-2-phenylbut-1-en-1-yl)pyridin-2-yl)piperidin-3-yl)carbamate